4,4-dimethoxy-2,5-heptadiene COC(C=CC)(C=CC)OC